ClC1=CC=C(C=C1)CSC1=C(C=C(S1)C(C)=O)[N+](=O)[O-] 1-(5-{[(4-chlorophenyl)methyl]thio}-4-nitrothiophen-2-yl)ethan-1-one